N-methyl-2-(piperazin-1-yl)acetamide hydrochloride Cl.CNC(CN1CCNCC1)=O